((4-(6-(1,1-difluoroethyl)pyridin-2-yl)-6-((2-(trifluoromethyl)pyridin-4-yl)amino)-1,3,5-triazin-2-yl)amino)-2-methylpropan-2-ol FC(C)(F)C1=CC=CC(=N1)C1=NC(=NC(=N1)NC1=CC(=NC=C1)C(F)(F)F)NCC(C)(O)C